N-[3-(dimethylamino)propyl]-7-(2-ethoxy-4-fluoro-anilino)thiazolo[5,4-d]pyrimidine-2-carboxamide CN(CCCNC(=O)C=1SC=2N=CN=C(C2N1)NC1=C(C=C(C=C1)F)OCC)C